1-chloromethyl-5-hydroxy-1,2-dihydroxy-3H-benzo[e]indole ClCC1(C(NC=2C=C(C3=C(C12)C=CC=C3)O)O)O